[Br-].C[N+](C(C)=O)(C)C trimethylacetyl-ammonium bromide